tert-Butyl 8-(2-cyanophenyl)-2,8-diazaspiro[4.5]decane-2-carboxylate C(#N)C1=C(C=CC=C1)N1CCC2(CCN(C2)C(=O)OC(C)(C)C)CC1